2-(6-methylpyridin-3-yl)thiazole CC1=CC=C(C=N1)C=1SC=CN1